(1R,2S)-1-methyl-p-menthane-3,9-diol CC1(CC(C(CC1)C(CO)C)O)C